ALUMINIUM PHOSPHIT P([O-])([O-])[O-].[Al+3]